benzene bis(N,N-dimethylsulfamate) CN(S(O)(=O)=O)C.CN(S(O)(=O)=O)C.C1=CC=CC=C1